tert-butyl ((1R,3S)-3-((5-chloro-4-(5,5-dimethyl-5,6-dihydro-4H-pyrrolo[1,2-b]pyrazol-3-yl)pyridin-2-yl)carbamoyl)cyclohexyl)carbamate ClC=1C(=CC(=NC1)NC(=O)[C@@H]1C[C@@H](CCC1)NC(OC(C)(C)C)=O)C1=C2N(N=C1)CC(C2)(C)C